O1CCC2(CC1)CN(C1=CC=CC=C12)C(=O)[O-] 2',3',5',6'-tetrahydrospiro[indoline-3,4'-pyran]-1-carboxylate